FC(C1=NN(C2=CN=CC=C21)C2=NC=C(C=N2)C(=O)N[C@@H]2CC[C@H](CC2)C(C)(C)O)F 2-(3-(difluoromethyl)-1H-pyrazolo[3,4-c]pyridin-1-yl)-N-(trans-4-(2-hydroxypropane-2-yl)cyclohexyl)pyrimidine-5-carboxylic acid amide